5-chloro-4',4'-difluoro-2-({[(3S)-oxolan-3-yl]amino}methyl)-7,8-dihydro-6H-spiro[[1,3]oxazolo[5,4-f]quinazoline-9,1'-cyclohexan]-7-one ClC=1C=C2C(=C3C1NC(NC31CCC(CC1)(F)F)=O)OC(=N2)CN[C@@H]2COCC2